N1(CCCC1)[C@H]1CN(CC1)C(=O)C1=CC=C(C=N1)NC=1C(=NN(C1)C1=C(C=CC=C1Cl)Cl)C(=O)N (R)-4-((6-([1,3'-bipyrrolidine]-1'-carbonyl)pyridin-3-yl)amino)-1-(2,6-dichlorophenyl)-1H-pyrazole-3-carboxamide